C1(=CC=C(C=C1)OCC1=NOC(O1)=O)C 3-(p-tolyloxy)methyl-1,4,2-dioxazol-5-one